18-bromo-1-octadecenylmagnesium bromide BrCCCCCCCCCCCCCCCCC=C[Mg]Br